(R)-2-amino-4-(1-(3-hydroxy-2-((3-hydroxy-2-(hydroxymethyl)propoxy)methyl)-2-(hydroxymethyl)propyl)-1H-1,2,3-triazol-4-yl)butanamide N[C@@H](C(=O)N)CCC=1N=NN(C1)CC(CO)(CO)COCC(CO)CO